3-(3-chlorophenyl)-1-phenyldibenzo[b,d]furan ClC=1C=C(C=CC1)C=1C=C(C2=C(OC3=C2C=CC=C3)C1)C1=CC=CC=C1